OC1=CC=C2CCC(NC2=C1)=O 7-hydroxy-3,4-dihydro-2(1h)-quinolinone